ClC=1C(=CC2=C(N(C(=N2)C2=CC=C3C=NNC3=C2)[C@H](CC(=O)OC)C(C)(C)C)C1)C(NC)=O methyl (R)-3-(6-chloro-2-(1H-indazol-6-yl)-5-(methylcarbamoyl)-1H-benzo[d]imidazol-1-yl)-4,4-dimethylvalerate